2-Chloro-N1-(4-Chloro-3-(Pyridin-2-Yl)Phenyl)-N4-(3-(Diethylamino)Propyl)Terephthalamide ClC1=C(C(=O)NC2=CC(=C(C=C2)Cl)C2=NC=CC=C2)C=CC(=C1)C(=O)NCCCN(CC)CC